[1-(3-bromophenyl)-3-methyl-cyclobutyl]-4-(trideuteriomethyl)-1,2,4-triazole BrC=1C=C(C=CC1)C1(CC(C1)C)C1=NN=CN1C([2H])([2H])[2H]